C(C)(C)(C)[Si](C)(C)OC[C@@H]1OC=2C=C(C3=C(C=CO3)C2OC1)Cl (R)-tert-butyl((6-chloro-2,3-dihydro-[1,4]dioxino[2,3-e]benzofuran-3-yl)methoxy)dimethylsilane